methylureidoarginine CNC(NN[C@@H](CCCNC(N)=N)C(=O)O)=O